tert-butyl N-cyclopropyl-N-[1-[8-[(8-fluoro-2,3-dimethyl-imidazo[1,2-a]pyridin-6-yl)carbamoyl]pyrido[3,4-b]pyrazin-5-yl]-4-piperidyl]carbamate C1(CC1)N(C(OC(C)(C)C)=O)C1CCN(CC1)C1=NC=C(C=2C1=NC=CN2)C(NC=2C=C(C=1N(C2)C(=C(N1)C)C)F)=O